N1=C(SC2=C1C1=C(C=C2)OCC1)N1C(N[C@@H]2[C@H]1C[C@@H](OC2)CO)=O (3aR,6R,7aR)-1-(7,8-dihydrofuro[3,2-e][1,3]benzothiazol-2-yl)-6-(hydroxymethyl)hexahydropyrano[3,4-d]imidazol-2(3H)-one